azobis{2-[N-(4-hydroxyphenyl)amidino]propane} dihydrochloride Cl.Cl.N(=NCC(C)C(NC1=CC=C(C=C1)O)=N)CC(C)C(NC1=CC=C(C=C1)O)=N